C(C1=CC=CC=C1)N1CC=2N=C(N=C(C2CC1)Cl)SC 7-benzyl-4-chloro-2-(methylthio)-5,6,7,8-tetrahydropyrido[3,4-d]Pyrimidine